dihydro-3H-oxepine O1CCCCC=C1